BrC1=C(C(=C(C(=C1C1=C(C=CC=C1)C)Cl)F)C=O)OC(F)F bromo-2-chloro-5-(difluoromethoxy)-3-fluoro-2'-methyl-[1,1'-biphenyl]-4-carbaldehyde